ClC=1C=C(C=CC1F)C(NC1=NC(=C(C=C1)F)C)C=1NC(=C(N1)S(=O)(=N)C)CN(C)C N-[(3-chloro-4-fluorophenyl)-[5-[(dimethylamino)methyl]-4-(methylsulfonimidoyl)-1H-imidazol-2-yl]methyl]-5-fluoro-6-methylpyridin-2-amine